(2-amino-5-bromo-3-nitrobenzeneYl)(morpholino)methanone NC1=C(C=C(C=C1[N+](=O)[O-])Br)C(=O)N1CCOCC1